CC(C)(C1=CC=CC=C1)C2=CC(=C(C=C2)OP3OCC4(CO3)COP(OC4)OC5=C(C=C(C=C5)C(C)(C)C6=CC=CC=C6)C(C)(C)C7=CC=CC=C7)C(C)(C)C8=CC=CC=C8 bis(2,4-dicumylphenoxy)pentaerythritol diphosphite